methyl-4-(benzylthio)-1-(4-fluorophenyl)-1H-indazole-6-carboxylate COC(=O)C1=CC(=C2C=NN(C2=C1)C1=CC=C(C=C1)F)SCC1=CC=CC=C1